molybdenum disilicon [Si].[Si].[Mo]